3-Bromo-8-(2,5-dimethyl-imidazol-1-yl)-imidazo-[1,2-a]pyridine-6-carboxylic acid methyl ester COC(=O)C=1C=C(C=2N(C1)C(=CN2)Br)N2C(=NC=C2C)C